ClC=1C=C(C(=NC1)N1C([C@H](N(C(C1)=O)CC1=CC=C(C=C1)C)C12CC(C1)(C2)C(=O)N)=O)F (R)-3-(4-(5-chloro-3-fluoropyridin-2-yl)-1-(4-methylbenzyl)-3,6-dioxopiperazin-2-yl)bicyclo[1.1.1]pentane-1-carboxamide